(3-(3-amino-6-(2-methyl-5-(1,1,1-trifluoro-2,3-dihydroxypropan-2-yl)phenyl)pyrazin-2-yl)cyclobutyl)(3-hydroxyazetidin-1-yl)methanone NC=1C(=NC(=CN1)C1=C(C=CC(=C1)C(C(F)(F)F)(CO)O)C)C1CC(C1)C(=O)N1CC(C1)O